C(N)(O)=O.C(N)(O)=O.C(N)(O)=O.C(O)P(CO)(CO)=O tri-methylolphosphine oxide tricarbamate